O(C1=CC=CC=C1)C1=C(C=C(C=C1)N1C(N(C(NC1=O)=O)C1=CC=CC=C1)=O)CN1N=CC=C1 1-{4-Phenoxy-3-[(1H-pyrazol-1-yl)methyl]phenyl}-3-phenyl-1,3,5-triazinan-2,4,6-trion